FC(C(NC1CCOCC1)=O)(F)C=1C=C(C(=O)NC2=CC(=C(C=C2)F)F)C=CC1F 3-(1,1-difluoro-2-oxo-2-((tetrahydro-2H-pyran-4-yl)amino)ethyl)-N-(3,4-difluorophenyl)-4-fluorobenzamide